2-Amino-N-(2-chloro-5-(1-(2-(4-methylpiperazin-1-yl)ethyl)-1H-pyrazol-4-yl)phenyl)oxazole-4-carboxamide NC=1OC=C(N1)C(=O)NC1=C(C=CC(=C1)C=1C=NN(C1)CCN1CCN(CC1)C)Cl